C(C1=CC=CC=C1)OC1=CC(=C(C#N)C=C1Br)F 4-benzyloxy-5-bromo-2-fluoro-benzonitrile